3-(5-(methylthio)-4-(m-tolyl)-4H-1,2,4-triazol-3-yl)propan-1-ol CSC=1N(C(=NN1)CCCO)C=1C=C(C=CC1)C